1-(imidazo[1,2-a]pyrazin-3-ylmethyl)-3-methyl-N-(5-(trifluoromethyl)pyridin-3-yl)indoline-6-carboxamide N=1C=C(N2C1C=NC=C2)CN2CC(C1=CC=C(C=C21)C(=O)NC=2C=NC=C(C2)C(F)(F)F)C